CC1(C(=C(C1)C1=C(C=C(C=C1)Cl)NC(C)=O)C1=CC=CC=C1)C N-(2-(3,3-dimethyl-2-phenylcyclobut-1-enyl)-5-chlorophenyl)acetamide